O(C1=CC=C(C=C1)C=1NC2=CC(=CC=C2C1)C(=O)NCC(C)C)C1=CC=C(C=C1)C=1NC2=CC(=CC=C2C1)C(=O)NCC(C)C 2,2'-(oxybis(4,1-phenylene))bis(N-isobutyl-1H-indole-6-carboxamide)